FC=1C=CC=C2C=C(C(NC12)=O)NC1=NC(=NC=C1)NC=1C=NC(=C(C1)OC)N1CC(NCC1)C(C)(C)O 8-fluoro-3-(2-{6-[3-(1-hydroxy-1-methylethyl)-1-piperazinyl]-5-methoxy-3-pyridylamino}-4-pyrimidinylamino)-1,2-dihydro-2-quinolinone